N1=CC=C(C=C1)CCCC=O 4-PYRIDIN-4-YLBUTANAL